Cl.ClC=1C=C(C=CC1F)C(N1[C@@H](CN[C@H](C1)C)C)[C@@H]1C[C@H](C1)C(F)(F)F (2R,5S)-1-((3-chloro-4-fluorophenyl)((trans)-3-(trifluoromethyl)cyclobutyl)methyl)-2,5-dimethylpiperazine hydrochloride